ClC1=CC2=C(NC(=N2)CC2=C(C=C(C=C2)F)F)C=C1F 5-chloro-6-fluoro-2-(2,4-difluorobenzyl)-1H-benzimidazole